ClC=1C=C(C=CC1C(=O)N1CCN(CC1)C(CC1(CCNCC1)O)=O)NC(=O)C=1N(C(=CN1)C=1C(=NC(=C(C1)F)N(C)C)F)C N-[3-chloro-4-[4-[2-(4-hydroxy-4-piperidyl)acetyl]piperazine-1-carbonyl]phenyl]-5-[6-(dimethylamino)-2,5-difluoro-3-pyridyl]-1-methyl-imidazole-2-carboxamide